rac-3-ethylpiperidine C(C)[C@H]1CNCCC1 |r|